difluoromethyl-pyridin-2-amine FC(F)C=1C(=NC=CC1)N